C1(CCCC1)N1[C@@H](C(N(C=2C=NC(=NC12)NC1=C(C=C(C(=O)NC2CCN(CC2)C)C=C1)OC)C)=O)CC 4-{[(7r)-8-Cyclopentyl-7-Ethyl-5-Methyl-6-Oxo-5,6,7,8-Tetrahydropteridin-2-Yl]amino}-3-Methoxy-N-(1-Methylpiperidin-4-Yl)benzamide